isoindole-3(4H)-carboxylate C1=NC(=C2CC=CC=C12)C(=O)[O-]